N-[6-(difluoromethyl)-2-pyridinyl]-2-[1-[2-[4-[4-(3-fluoro-2,6-dioxo-3-piperidinyl)phenyl]-1-piperidinyl]-2-oxo-ethyl]-4-piperidinyl]-7-isopropoxy-imidazo[1,2-a]pyridine-6-carboxamide FC(C1=CC=CC(=N1)NC(=O)C=1C(=CC=2N(C1)C=C(N2)C2CCN(CC2)CC(=O)N2CCC(CC2)C2=CC=C(C=C2)C2(C(NC(CC2)=O)=O)F)OC(C)C)F